2-[4,7,10-tris(carboxymethyl)-1,4,7,10-tetraazacyclododecan-1-yl]Butanoic acid HCl salt Cl.C(=O)(O)CN1CCN(CCN(CCN(CC1)CC(=O)O)CC(=O)O)C(C(=O)O)CC